C1(CC1)C1=NC2=CC(=CC(=C2N=C1)B1OC(C(O1)(C)C)(C)C)C 2-cyclopropyl-7-methyl-5-(4,4,5,5-tetramethyl-1,3,2-dioxaborolan-2-yl)quinoxaline